NOCC#N 2-(aminooxy)acetonitrile